N-(4-(2,5-difluorophenyl)-2-(3-fluoro-3-methylcyclobutyl)pyridin-3-yl)-2-isopropylpyrimidine-5-carboxamide FC1=C(C=C(C=C1)F)C1=C(C(=NC=C1)C1CC(C1)(C)F)NC(=O)C=1C=NC(=NC1)C(C)C